6-(4-(tert-butyl)-5-chloro-2-methylphenyl)-2-methyl-3-(1H-1,2,4-triazol-1-yl)pyridin-4(1H)-one C(C)(C)(C)C1=CC(=C(C=C1Cl)C1=CC(C(=C(N1)C)N1N=CN=C1)=O)C